CN1C(C(=C(C(=C1)C)[O-])NC(N[C@@H](CC(=O)[O-])C=1C=C(C=CC1)C1=CC(=CC=C1)C(F)(F)F)=O)=O.[Na+].[Na+] sodium (S)-3-(3-(1,5-dimethyl-4-oxido-2-oxo-1,2-dihydropyridin-3-yl)ureido)-3-(3'-(trifluoro methyl)biphenyl-3-yl)propanoate